N[C@@H]1[C@H](CC(C2=CC=C(C=C12)COC)(C)C)O (1S,2S)-1-amino-7-(methoxymethyl)-4,4-dimethyl-1,2,3,4-tetrahydronaphthalen-2-ol